CC1N(C=2C=CN(C(C2C=C1)=O)CC=1OC(=CN1)C)CC1=NC=CC=C1 2-methyl-6-((5-methyloxazol-2-yl)methyl)-5-oxo-N-(pyridin-2-ylmethyl)-5,6-dihydro-1,6-naphthyridine